ClC1=CC2=C(C(=N1)N1CCOCC1)C(N(C2)[C@@H](C)C2CC2)=O (S)-6-chloro-2-(1-cyclopropylethyl)-4-morpholinyl-1,2-dihydro-3H-pyrrolo[3,4-C]Pyridin-3-one